OCN1C=NC=C1 N-(hydroxymethyl)imidazole